BrC1=CC(=C(CN2N=CC=C2)C=C1F)F 1-(4-bromo-2,5-difluorobenzyl)-1H-pyrazole